(2S,4R)-N-((R)-1-(4-carbamimidoylthiophen-2-yl)ethyl)-1-((5,5-dioxidodibenzo[b,d]thiophene-2-carbonyl)glycyl)-4-fluoro-4-(methoxymethyl)pyrrolidine-2-carboxamide C(N)(=N)C=1C=C(SC1)[C@@H](C)NC(=O)[C@H]1N(C[C@](C1)(COC)F)C(CNC(=O)C1=CC2=C(S(C3=C2C=CC=C3)(=O)=O)C=C1)=O